N-tert-Butoxycarbonyl-N-(2-methyl-3-nitro-phenyl)carbamic acid tert-butyl ester C(C)(C)(C)OC(N(C1=C(C(=CC=C1)[N+](=O)[O-])C)C(=O)OC(C)(C)C)=O